O=C1NC(CCC1N1C(C2=CC=C(C=C2C1=O)NCCCCC(C(=O)O)(F)F)=O)=O 6-((2-(2,6-dioxopiperidin-3-yl)-1,3-dioxoisoindolin-5-yl)amino)-2,2-difluorohexanoic acid